(1S,2R)-2-((S)-5-chloro-8-((5-methylisoxazol-3-yl)methoxy)-1-((2-oxopyrrolidin-1-yl)methyl)-1,2,3,4-tetrahydro-isoquinoline-2-carbonyl)-1-methylcyclohexane-1-carboxylic acid ClC1=C2CCN([C@@H](C2=C(C=C1)OCC1=NOC(=C1)C)CN1C(CCC1)=O)C(=O)[C@H]1[C@](CCCC1)(C(=O)O)C